5-(3,3-dimethyl-2-oxo-1-(pyrimidin-2-yl)indolin-4-yl)-N-(4-fluorophenyl)-2-methylbenzamide CC1(C(N(C2=CC=CC(=C12)C=1C=CC(=C(C(=O)NC2=CC=C(C=C2)F)C1)C)C1=NC=CC=N1)=O)C